N-(4-(4-amino-7-(1-(2-hydroxyethyl)-1H-pyrazol-4-yl)furo[3,2-c]pyridin-3-yl)-2-((4-fluorobenzyl)oxy)phenyl)-1,1-difluoromethane-sulfonamide NC1=NC=C(C2=C1C(=CO2)C2=CC(=C(C=C2)NS(=O)(=O)C(F)F)OCC2=CC=C(C=C2)F)C=2C=NN(C2)CCO